C(#N)C1=CNC2=C(C=CC(=C12)C)NS(=O)(=O)C1=CC(=CC=C1)C(=O)N1CCOCC1 N-(3-cyano-4-methyl-1H-indol-7-yl)-3-(morpholine-4-carbonyl)benzenesulfonamide